C(C)(C)(C)C1=C(C=CC=C1)O 2-(tert-butyl)phenol